5-((3-benzhydryl-3,8-diazabicyclo[3.2.1]oct-8-yl)methyl)-2-(2,6-dioxopiperidin-3-yl)isoindoline-1,3-dione C(C1=CC=CC=C1)(C1=CC=CC=C1)N1CC2CCC(C1)N2CC=2C=C1C(N(C(C1=CC2)=O)C2C(NC(CC2)=O)=O)=O